OC[C@H]1O[C@H](CN(C1)C(C1=CC=CC=C1)(C1=CC=CC=C1)C1=CC=CC=C1)N1C(N=C(C=C1)NC(C1=CC=CC=C1)=O)=O N-{1-[(2R,6S)-6-(hydroxymethyl)-4-trityl-morpholin-2-yl]-2-oxo-1,2-dihydropyrimidin-4-yl}benzamide